N-[(1R)-1-(2,4-dichlorophenyl)ethyl]-2-methyl-5-{3-[(2S)-morpholin-2-yl]azetidin-1-yl}pyrazolo[4,3-d]pyrimidin-7-amine ClC1=C(C=CC(=C1)Cl)[C@@H](C)NC=1C=2C(N=C(N1)N1CC(C1)[C@H]1CNCCO1)=CN(N2)C